C(#N)C1=CC=C2C(=CNC2=C1P(=O)(C)C)C1=NC(=NC=C1C(F)(F)F)N[C@H]1C2(CN(C2)C(=O)OC(C)(C)C)CC1 tert-butyl (R)-5-((4-(6-cyano-7-(dimethylphosphoryl)-1H-indole-3-yl)-5-(trifluoromethyl)pyrimidin-2-yl)amino)-2-azaspiro[3.3]heptane-2-carboxylate